ClCC(=O)NC1=C(C=CC(=C1)C)F 2-chloro-N-(2-fluoro-5-methylphenyl)acetamide